NC1=NNC=2C1=NC(=CC2)C2=C(C=C(C=C2)S(=O)(=O)NC2C(CCC2)O)C 4-(3-amino-1H-pyrazolo[4,3-b]pyridin-5-yl)-N-(2-hydroxycyclopentyl)-3-methylbenzenesulfonamide